pentaerythritol tetrakis(3-Mercaptobutyrate) SC(CC(=O)OCC(COC(CC(C)S)=O)(COC(CC(C)S)=O)COC(CC(C)S)=O)C